C1(CCC1)=NNC(=O)OC(C)(C)C tert-Butyl 2-cyclobutylidenehydrazinecarboxylate